CN([C@H]1CCCC=2C=CC=NC12)C[C@H]1N(CC2=CC=CC(=C2C1)N1C(CN(CC1)C)=O)C(=O)OC(C)(C)C tert-butyl (S)-3-((methyl((S)-5,6,7,8-tetrahydroquinolin-8-yl)amino)methyl)-5-(4-methyl-2-oxopiperazin-1-yl)-3,4-dihydroisoquinoline-2(1H)-carboxylate